[7-[[5-[7-(2-butyloctanoyloxy)heptanoyloxymethyl]-2,2-dimethyl-1,3-dioxan-5-yl]methoxy]-7-oxo-heptyl] 2-butyloctanoate C(CCC)C(C(=O)OCCCCCCC(=O)OCC1(COC(OC1)(C)C)COC(CCCCCCOC(C(CCCCCC)CCCC)=O)=O)CCCCCC